C1(CC1)COC=1C=C(CCC2=CC=C3CC(C(C3=C2)=O)O)C=CC1OC(F)F 6-(3-(cyclopropylmethoxy)-4-(difluoromethoxy)phenethyl)-2-hydroxy-2,3-dihydro-1H-inden-1-one